N-(4-(hydroxymethyl)benzyl)acetamide OCC1=CC=C(CNC(C)=O)C=C1